NC1=CC=C2C(=NN(C2=C1)COCC[Si](C)(C)C)C#N 6-amino-1-((2-(trimethylsilyl)ethoxy)methyl)-1H-indazole-3-carbonitrile